1-((2S,3R,4R)-2-cyclopropyl-3-methyl-6-(5-methyl-1,3,4-oxadiazol-2-yl)-4-(pyrimidin-2-ylamino)-3,4-dihydroquinolin-1(2H)-yl)ethanone C1(CC1)[C@@H]1N(C2=CC=C(C=C2[C@@H]([C@H]1C)NC1=NC=CC=N1)C=1OC(=NN1)C)C(C)=O